tert-butyl 6-[7-[4-fluoro-2-(2-methoxyethoxy)phenyl]-6-[3-[(prop-2-enoylamino)methyl]phenyl]thieno[3,2-c]pyridin-4-yl]-3,4-dihydro-1H-isoquinoline-2-carboxylate FC1=CC(=C(C=C1)C=1C2=C(C(=NC1C1=CC(=CC=C1)CNC(C=C)=O)C=1C=C3CCN(CC3=CC1)C(=O)OC(C)(C)C)C=CS2)OCCOC